myristyl alcohol pivalate C(C(C)(C)C)(=O)OCCCCCCCCCCCCCC